N(=[N+]=[N-])[C@@]1([C@H](O)C[C@@H](CO)O1)N1C(=O)NC(=O)C=C1 azido-3'-deoxyuridine